C123CC4C=CC(C1C(C(C2)OC(C=C)=O)C3)C4.CC4=C(C=CC(=C4)C=4C=NN(C4)C)S(=O)(=O)N 2-methyl-4-(1-methylpyrazol-4-yl)benzenesulfonamide 9-tetracyclo[6.2.1.13,6.01,7]dodec-4-enyl-acrylate